Cl.NCCCCN(CCCCCCS(=O)(=O)N(CCCCCCCCCC)CCCCCCCC)CCCCCCS(=O)(=O)N(CCCCCCCC)CCCCCCCCCC 6,6'-((4-aminobutyl)azanediyl)bis(N-decyl-N-octylhexane-1-sulfonamide) hydrochloride